ClCCCC(=O)N(C)C=1C2=C(N(N1)C(CCCCl)=O)CSC2 4-chloro-N-[1-(4-chlorobutyryl)-4,6-dihydrothieno[3,4-c]pyrazol-3-yl]-N-methyl-butyramide